CN1CC(OB(OC(C1)=O)[C@H]1[C@@H](C1)C(F)(F)F)=O 6-methyl-2-((1R,2R)-2-(trifluoromethyl)cyclopropyl)-1,3,6,2-dioxazaborocane-4,8-dione